CC1S(OCCC=C1)(=O)=O 3-methyl-6,7-dihydro-3H-oxathiepine 2,2-dioxide